(2,4-diphenylquinazolin-6-yl)boronic acid C1(=CC=CC=C1)C1=NC2=CC=C(C=C2C(=N1)C1=CC=CC=C1)B(O)O